Ethyl ((4aR,6S,7R,8R,8aS)-6-(benzyloxy)-8-hydroxy-2-phenylhexahydropyrano[3,2-d][1,3]dioxin-7-yl)carbamat C(C1=CC=CC=C1)O[C@@H]1[C@@H]([C@H]([C@@H]2OC(OC[C@H]2O1)C1=CC=CC=C1)O)NC(OCC)=O